COCCCN1CC=2N(CC1)N=C(C2)N 5-(3-Methoxypropyl)-4,5,6,7-tetrahydropyrazolo[1,5-a]pyrazin-2-amine